C(C)(C)(C)OC(=O)N1[C@@H](C[C@H](C1)NC(=O)C=1OC(=NN1)C=1C(=NC=C(C1)C#N)N1CCCC1)CN1N=NC=C1 (2S,4R)-2-((1H-1,2,3-triazol-1-yl)methyl)-4-(5-(5-cyano-2-(pyrrolidin-1-yl)pyridin-3-yl)-1,3,4-oxadiazole-2-carboxamido)pyrrolidine-1-carboxylic acid tert-butyl ester